COC(=O)C1=C(C=CC(=C1)C(=O)OC)C=1C2=CC=C(C(=C2OC2=CC(C=CC12)=O)CN(CCC(=O)O)C)O 3-(((9-(2,4-bis(methoxycarbonyl)phenyl)-6-hydroxy-3-oxo-3H-xanthen-5-yl)methyl)(methyl)amino)propanoic acid